methyl 2-(2-(2-(3-(((tert-butoxycarbonyl)amino)methyl)phenyl)thiazole-4-carboxamido)acrylamido)acrylate C(C)(C)(C)OC(=O)NCC=1C=C(C=CC1)C=1SC=C(N1)C(=O)NC(C(=O)NC(C(=O)OC)=C)=C